N1N=CC=2C1=NC=NC2N 1H-PYRAZOLO[3,4-D]PYRIMIDIN-4-AMIN